5-[2-(cyclopropylmethoxy)-5-methylsulfonylphenyl]-3-ethynyl-1-methyl-pyridin-2-one C1(CC1)COC1=C(C=C(C=C1)S(=O)(=O)C)C=1C=C(C(N(C1)C)=O)C#C